1-((1R,3S)-3-hydroxycyclopentyl)-1,3-bis(4-nitrobenzyl)guanidine O[C@@H]1C[C@@H](CC1)N(C(=N)NCC1=CC=C(C=C1)[N+](=O)[O-])CC1=CC=C(C=C1)[N+](=O)[O-]